CC1=CC=C(O1)CC1=C(C(=O)N)C=CC=C1NC1=NC=CC(=N1)C1=CC=CC=C1 [(5-methylfuran-2-yl)methyl]-3-[(4-phenylpyrimidin-2-yl)amino]benzamide